O1B(OCCNCC1)C=1C=CC(=C(C1)C1=CC=C2C(=CN=NC2=C1)N)OC 7-[5-(1,3,6,2-dioxazaborocan-2-yl)-2-methoxyphenyl]cinnolin-4-amine